C(C)N1C=NC2=C1C(=C(C=C2)OC)CNC(C2=CC(=C(C(=C2)F)OC)F)=O N-((1-ethyl-6-methoxy-1H-benzimidazol-7-yl)methyl)-3,5-difluoro-4-methoxybenzamide